FC1=CC2=C(N=C(N=C2)S(=O)C)N(C1=O)[C@H]1[C@](CCC1)(C)O 6-fluoro-8-[(1R,2R)-2-hydroxy-2-methylcyclopentyl]-2-(methylsulfinyl)pyrido[2,3-d]pyrimidin-7(8H)-one